NC=1C=C2C=C(C(N(C2=CC1)CC)=O)OCC(=O)NC 2-[(6-amino-1-ethyl-2-oxo-3-quinolyl)oxy]-N-methyl-acetamide